(4-{5-amino-6-[1-(2,6-dichloro-phenyl)-ethoxy]-pyrazin-2-yl}-phenyl)-((S)-2-pyrrolidin-1-ylmethyl-pyrrolidin-1-yl)-methanone NC=1N=CC(=NC1OC(C)C1=C(C=CC=C1Cl)Cl)C1=CC=C(C=C1)C(=O)N1[C@@H](CCC1)CN1CCCC1